ethyl [2-cyano-1-(cyanomethyl)ethoxy]acetate C(#N)CC(OCC(=O)OCC)CC#N